COC1=CC=C(C=C1)CN1C2C3=CC=4OCOC4C=C3C1C(CC2)=O 15-[(4-Methoxyphenyl)methyl]-5,7-dioxa-15-azatetracyclo[9.3.1.02,10.04,8]pentadeca-2,4(8),9-trien-12-one